C(CC=C)N1N=CC=C1 1-(3-buten-1-yl)-1H-pyrazole